ClC=1C=C2C=CN=C(C2=C(C1)C)N(C(C1=C(C=C(C=C1)C=1SC(=NN1)C([2H])([2H])[2H])F)=O)[C@H]1CNCCC1 (R)-N-(6-chloro-8-methylisoquinolin-1-yl)-2-fluoro-4-(5-(methyl-d3)-1,3,4-thiadiazol-2-yl)-N-(piperidin-3-yl)benzamide